[N+](=O)([O-])C=1C=CC=2N(C1)C(=NN2)S 6-nitro-[1,2,4]triazolo[4,3-a]pyridine-3-thiol